(S)-3-(((1r,4S)-4-(3-bromo-2-methylphenoxy)cyclohexyl)oxy)-2-methylpropan-1-ol BrC=1C(=C(OC2CCC(CC2)OC[C@H](CO)C)C=CC1)C